S1C(=CC=C1)N[C@@H](C)C(=O)O (2-thienyl)-alanine